ethyl 7-bromo-4-(((2S,4S)-1-(tert-butoxycarbonyl)-2-(2-((tert-butyldimethylsilyl) oxy) ethyl) piperidin-4-yl) amino)-2,6-dichloro-8-fluoroquinoline-3-carboxylate BrC1=C(C=C2C(=C(C(=NC2=C1F)Cl)C(=O)OCC)N[C@@H]1C[C@H](N(CC1)C(=O)OC(C)(C)C)CCO[Si](C)(C)C(C)(C)C)Cl